ClC1=C(C=CC(=C1)OC1=CC=CC=C1)C(=O)C1=CNC2=C1C1=C(N=C([C@](N1)(C)COC)SCC)C=N2 (S)-(2-chloro-4-phenoxyphenyl)(3-(ethylthio)-2-(Methoxymethyl)-2-methyl-2,7-dihydro-1H-pyrrolo[3',2':5,6]pyrido[3,4-b]pyrazine-9-yl)methanone